FC1(CC(C1)(C1=CC(=CC=C1)B1OC(C(O1)(C)C)(C)C)C1=NN=CN1C)F 3-(3,3-difluoro-1-(3-(4,4,5,5-tetramethyl-1,3,2-dioxaborolan-2-yl)phenyl)cyclobutyl)-4-methyl-4H-1,2,4-triazole